C(N)(=O)C1=NN(C=C1NC(=O)C=1C=NN2C1N=C(C=C2)NC2CNCC2)C N-(3-Carbamoyl-1-methyl-1H-pyrazol-4-yl)-5-(pyrrolidin-3-ylamino)pyrazolo[1,5-a]pyrimidin-3-carboxamid